ClC=1C=C2C=CNC2=CC1Cl 5,6-dichloroindole